tert-butyl [(S)-1-[3-[3-[N'-(2-ethyl-4-hydroxyphenyl)carbamimidoyl]-4-[[(S)-tetrahydrofuran-3-yl]amino]pyrrolo[1,2-b]pyridazin-6-yl]pyridin-4-yl]pyrrolidin-3-yl]carbamate C(C)C1=C(C=CC(=C1)O)N=C(N)C1=C(C=2N(N=C1)C=C(C2)C=2C=NC=CC2N2C[C@H](CC2)NC(OC(C)(C)C)=O)N[C@@H]2COCC2